FC1=C(C=CC=2NC(=NC21)C)OC2=CC=C1N=CC=NC1=C2 7-[(4-fluoro-2-methyl-1H-benzimidazol-5-yl)oxy]Quinoxaline